N-(3-(Difluoromethyl)-1-(1-((2-(2,6-dioxopiperidin-3-yl)-6-fluoro-1-oxoisoindoline-5-yl)methyl)piperidin-4-yl)-1H-pyrazol-4-yl)-5-morpholinopyrazolo[1,5-a]pyrimidine-3-carboxamide FC(C1=NN(C=C1NC(=O)C=1C=NN2C1N=C(C=C2)N2CCOCC2)C2CCN(CC2)CC=2C=C1CN(C(C1=CC2F)=O)C2C(NC(CC2)=O)=O)F